(3-bromo-1H-pyrazolo[4,3-c]pyridin-6-yl)-(4-hydroxyazepan-1-yl)-methanone BrC1=NNC2=C1C=NC(=C2)C(=O)N2CCC(CCC2)O